(1,2-DIHYDRO-4,8-DIMETHOXY-2-OXO-3-QUINOLINYL)-BORONIC ACID COC1=C(C(NC2=C(C=CC=C12)OC)=O)B(O)O